C(CCCCCCC)NC(OC1=CC(=C(C=C1)OC)C=1C=NC=C(C1)C1=NN=NN1COCC[Si](C)(C)C)=O 4-methoxy-3-(5-(1-((2-(trimethylsilyl)ethoxy)methyl)-1H-tetrazol-5-yl)pyridin-3-yl)phenyl octylcarbamate